C(C)NC(C1=C(C=CC(=C1)F)SC1=CC=C2C(=NNC2=C1)\C=C\C=1C=NN(C1)CCCN1CCCC1)=O N-ethyl-5-fluoro-2-({3-[(E)-2-{1-[3-(pyrrolidin-1-yl)propyl]-1H-pyrazol-4-yl}vinyl]-1H-indazol-6-yl}thio)benzamide